(3-chloro-5-(methylsulfonylamino)phenyl)-5-cyano-1-(pyridin-2-yl)-1H-pyrrole-3-carboxamide ClC=1C=C(C=C(C1)NS(=O)(=O)C)C=1N(C(=CC1C(=O)N)C#N)C1=NC=CC=C1